trimethyl-((1r,2s,3s,4s)-3-(3-(trimethylsilyl)-[1,1'-biphenyl]-2-yl)bicyclo[2.2.1]heptan-2-yl)silane C[Si]([C@H]1[C@@H]2CC[C@H]([C@H]1C1=C(C=CC=C1[Si](C)(C)C)C1=CC=CC=C1)C2)(C)C